C1CC2=C(C=CC=C2C1O)C#N (+/-)-1-hydroxy-2,3-dihydro-1H-indene-4-carbonitrile